CC(C#C)(C)C 3,3-Dimethylbutan-1-yne